N1=C(C=CC=C1)/C=C/C1=NN(C2=CC(=CC=C12)SC1=C(C(=O)N)C=CC=C1)C1OCCCC1 2-((3-((E)-2-(2-pyridinyl)vinyl)-1-(tetrahydro-2H-pyran-2-yl)-1H-indazol-6-yl)thio)benzamide